(S)-(5-((2,3-dihydro-[1,4]dioxino[2,3-b]pyridin-7-yl)sulfonyl)-3,4,5,6-tetrahydropyrrolo[3,4-c]pyrrol-2(1H)-yl)(tetrahydro-2H-pyran-3-yl)methanone O1CCOC2=NC=C(C=C21)S(=O)(=O)N2CC1=C(C2)CN(C1)C(=O)[C@@H]1COCCC1